(2S,5R)-5-aminotetralin NC1=C2CCCCC2=CC=C1